2-amino-3-(4-((4-(carboxymethyl)piperazine-1-carboxamido)methyl)phenyl)propanoic acid NC(C(=O)O)CC1=CC=C(C=C1)CNC(=O)N1CCN(CC1)CC(=O)O